BrCC(=O)C1=CC=C(C=C1)C=1SC=CC1 2-bromo-1-[4-(thiophen-2-yl)phenyl]-1-ethanone